FC(C)(F)C1=NC(=NO1)C12CCC(CC1)(CC2)C2=NN=C(N2C)C2=C(C=CC=C2)C(F)(F)F 5-(1,1-difluoroethyl)-3-(4-{4-methyl-5-[2-(trifluoromethyl)phenyl]-4H-1,2,4-triazol-3-yl}bicyclo[2.2.2]oct-1-yl)-1,2,4-oxadiazole